C1(CC1)OC1=NC=NC(=C1B(O)O)C (4-cyclopropyloxy-6-methylpyrimidin-5-yl)boronic acid